isopropyl (3S)-3-(((R)-((((R)-1-(6-amino-9H-purin-9-yl)propan-2-yl)oxy)methyl)((2-methyl-1-oxo-1-(pentyloxy)propan-2-yl)amino)phosphoryl)amino)-4-methylpentanoate NC1=C2N=CN(C2=NC=N1)C[C@@H](C)OC[P@](=O)(NC(C(OCCCCC)=O)(C)C)N[C@@H](CC(=O)OC(C)C)C(C)C